(4-(cyclopropanecarbonyl)piperazin-1-yl)(6-methoxy-4-(4-(methylsulfonyl)piperazin-1-yl)quinolin-3-yl)methanone C1(CC1)C(=O)N1CCN(CC1)C(=O)C=1C=NC2=CC=C(C=C2C1N1CCN(CC1)S(=O)(=O)C)OC